NC1=NC=NN2C1=NC=C2C=2C=C(C=CC2C)S(=O)(=O)N2[C@@H](CC(C2)(F)F)CO (S)-(1-((3-(4-Aminoimidazo[2,1-f][1,2,4]triazin-7-yl)-4-methylphenyl)sulfonyl)-4,4-difluoropyrrolidin-2-yl)methanol